N-(3-(1H-imidazol-1-yl)propyl)-5-phenylisoxazole-3-carboxamide N1(C=NC=C1)CCCNC(=O)C1=NOC(=C1)C1=CC=CC=C1